S1[PH3]NCC1 2λ5-1,3,2-thiaazaphospholane